Methyl (S)-3-fluoro-4-nitro-5-((oxetan-2-ylmethyl)amino)benzoate FC=1C=C(C(=O)OC)C=C(C1[N+](=O)[O-])NC[C@H]1OCC1